(Z)-1-(2-Fluoro-4-(1-(4-(trifluoromethoxy)phenyl)-1H-1,2,4-triazol-3-yl)phenyl)-3-(3-(4-methyl-3,4-dihydro-2H-benzo[b][1,4]oxazin-8-yl)-4-oxothiazolidin-2-ylidene)urea FC1=C(C=CC(=C1)C1=NN(C=N1)C1=CC=C(C=C1)OC(F)(F)F)NC(=O)\N=C\1/SCC(N1C1=CC=CC2=C1OCCN2C)=O